3-chloro-6-(chloromethyl)-8-fluoroquinoline ClC=1C=NC2=C(C=C(C=C2C1)CCl)F